tert-Butyl 4-[4-[3-cyano-5-[2,2-difluoro-1-(5-fluoro-2-pyridyl)ethoxy]imidazo[1,2-a]pyridin-7-yl]-5-methyl-triazol-1-yl]piperidine-1-carboxylate C(#N)C1=CN=C2N1C(=CC(=C2)C=2N=NN(C2C)C2CCN(CC2)C(=O)OC(C)(C)C)OC(C(F)F)C2=NC=C(C=C2)F